C(C)C(COCC(CN(C1=CC=C(C=C1)O)CC(COCC(CCCC)CC)O)O)CCCC 4-[bis(3-(2-ethylhexyl)oxy-2-hydroxy-propyl)amino]phenol